[Si](C)(C)(C(C)(C)C)OC[C@H](NC(=O)C=1N=C(SC1)C1=CC=C(C=C1)CNC(=O)OCCOC)C(=O)OC methyl O-(tert-butyldimethylsilyl)-N-(2-(4-((((2-methoxyethoxy)carbonyl)amino)methyl)phenyl)thiazole-4-carbonyl)-L-serinate